CN1N=NC=C1[C@@H](C)OC=1C(=NC=C(C1)B1OC(C(O1)(C)C)(C)C)N 3-[(1R)-1-(1-methyl-1H-1,2,3-triazol-5-yl)ethoxy]-5-(4,4,5,5-tetramethyl-1,3,2-dioxaborolan-2-yl)pyridin-2-amine